C(C(=O)F)(=O)F.B(O)(O)O boric acid difluorooxalate